BrC=1C(=C(C(=CC1)F)NS(=O)(=O)C1=C(C=CC(=C1)Cl)Cl)F N-(3-bromo-2,6-difluorophenyl)-2,5-dichlorobenzenesulfonamide